C(=O)O.N[C@@H]1C[C@@H](CC1)NC=1C=2N(N=CC1C(=NC1=C(C=CC(=C1)F)Cl)N)C=C(C2)C=2C(=NNC2C)C 4-[[(1R,3S)-3-aminocyclopentyl]amino]-N'-(2-chloro-5-fluoro-phenyl)-6-(3,5-dimethyl-1H-pyrazol-4-yl)pyrrolo[1,2-b]pyridazine-3-carboxamidine formic acid salt